BrCCN(C1=C(C=C(C=C1)[N+](=O)[O-])S(=O)(=O)N1CCN(CCC1)C)CCBr N,N-bis(2-bromoethyl)-2-((4-methyl-1,4-diazepan-1-yl)sulfonyl)-4-nitroaniline